C(C)OC=1C(=C2C(=NC1)NC=C2C(=O)C2=CC=C(C=C2)OC2=CC=CC=C2)N[C@H]2CO[C@@H](CC2)CO (5-ethoxy-4-(((3R,6S)-6-(hydroxymethyl)tetrahydro-2H-pyran-3-yl)amino)-1H-pyrrolo[2,3-b]pyridin-3-yl)(4-phenoxyphenyl)methanone